6-methoxy-2-methylpyrido[3,4-d]pyrimidin COC1=CC2=C(N=C(N=C2)C)C=N1